5-(2-ethoxy-2-oxoacetyl)-1,2,4-trimethyl-1H-pyrrole-3-carboxylic acid ethyl ester C(C)OC(=O)C1=C(N(C(=C1C)C(C(=O)OCC)=O)C)C